(1S,3R,4S)-N-((R)-1-cyano-2-((R)-2-oxopiperidin-3-yl)ethyl)-2-((S)-3-cyclopropyl-2-((5-methylpyridin-3-yl)amino)propanoyl)-5,5-difluoro-2-azabicyclo[2.2.2]octane-3-carboxamide C(#N)[C@@H](C[C@@H]1C(NCCC1)=O)NC(=O)[C@@H]1N([C@@H]2CC([C@H]1CC2)(F)F)C([C@H](CC2CC2)NC=2C=NC=C(C2)C)=O